COC(=O)C1(CC1)C(=O)N1CCOCC1.ClC1=C(C(=CC=C1)F)CC(=O)NC=1C=C(N=NC1)N(C(C)=O)C1=CC(=CC(=C1)F)F N-{5-[2-(2-chloro-6-fluorophenyl)acetylamino]pyridazin-3-yl}-N-(3,5-difluorophenyl)acetamide methyl-1-(morpholine-4-carbonyl)cyclopropane-1-carboxylate